5-(6-chloro-4-(6-(((2R,7aS)-2-fluorotetrahydro-1H-pyrrolizin-7a(5H)-yl)methoxy)-8-((R)-3-(methylamino)piperidin-1-yl)pyrimido[5,4-c]pyridazin-3-yl)-1H-indazol-5-yl)pentanoic acid ClC1=C(C(=C2C=NNC2=C1)C1=CC2=C(N=N1)C(=NC(=N2)OC[C@]21CCCN1C[C@@H](C2)F)N2C[C@@H](CCC2)NC)CCCCC(=O)O